O[C@@H](COCCCCNC(OC(C)(C)C)=O)C (R)-Tert-butyl (4-(2-hydroxypropoxy)butyl)carbamate